FC(C=CC(F)(F)F)(F)F 1,1,1,4,4,4-hexafluoro-2-butene